ClC1=C(C(=C(C(=C1[2H])[2H])[2H])[2H])Cl o-Dichlorobenzen-d4